(2-naphthalen-1-yl-phenyl)-(1,1':4',1''-terphenyl-4-yl)-amine C1(=CC=CC2=CC=CC=C12)C1=C(C=CC=C1)NC1=CC=C(C=C1)C1=CC=C(C=C1)C1=CC=CC=C1